CC(C)OCCN1C(N2COC(CCCCCCC(OCN3C=CC1=C3C2=O)=O)=O)=S 16-[2-{Propan-2-yloxy}ethyl]-15-sulfanylidene-3,12-dioxa-1,14,16-triazatricyclo[12.5.2.0^{17,20}]henicosa-17(20),18-diene-4,11,21-trione